CN(C(CN1CCN(CC1)C)=O)C1=CC=C(C=C1)N\C(=C\1/C(NC2=CC(=CC=C12)C(=O)OC)=O)\C1=CC=CC=C1 Methyl (Z)-3-[[[4-[N-methyl-2-(4-methylpiperazin-1-yl)acetamido]phenyl]amino](phenyl)methylene]-2-oxoindoline-6-carboxylate